3-amino-hydroxypyrrolidine NC1CN(CC1)O